C12C(C3CC(CC(C1)C3)C2)NC(=O)C=2NC=C(C2)Br N-(adamantan-2-yl)-4-bromo-1H-pyrrole-2-carboxamide